BrC1=NNC(=N1)C(CCCO)OC1=C(C(=C(C=C1)F)F)F 4-(3-bromo-1H-1,2,4-triazol-5-yl)-4-(2,3,4-trifluorophenoxy)butan-1-ol